FC1=C(C=CC=C1)C1=CN(C=2N=CN=C(C21)N2[C@H](CNCC2)C)C=2C=C(C(=O)O)C=CN2 (S)-2-(5-(2-fluorophenyl)-4-(2-methylpiperazin-1-yl)-7H-pyrrolo[2,3-d]pyrimidin-7-yl)isonicotinic acid